1,1,2,2,3,3,3-heptafluoro-N-(perfluoropropyl)-N-(1,2,2-trifluoro-2-(tetrahydrofuran-2-yl)ethyl)propan-1-amine FC(C(C(F)(F)F)(F)F)(N(C(C(C1OCCC1)(F)F)F)C(C(C(F)(F)F)(F)F)(F)F)F